FC1=C(C(=O)N2CCC(CC2)N2C(N(C(C2(C)C)=O)C2=CC(=C(C#N)C=C2)C(F)(F)F)=S)C=C(C=C1)CC1=NNC(C2=CC=CC=C12)=O 4-(3-(1-(2-fluoro-5-((4-oxo-3,4-dihydrophthalazin-1-yl)methyl)benzoyl)piperidin-4-yl)-4,4-dimethyl-5-oxo-2-thioxoimidazolidin-1-yl)-2-(trifluoromethyl)benzonitrile